7-Ethyl-4-(4-fluoro-3-(5-methoxy-1-methyl-1H-indazol-6-yl)phenyl)-7H-imidazo[4,5-c]pyridazine C(C)N1C=NC2=C1N=NC=C2C2=CC(=C(C=C2)F)C2=C(C=C1C=NN(C1=C2)C)OC